C(C)C=1C(=CC=C2C=C(C=C(C12)N1CC=2N=C(N=C(C2CC1)N1CCC[C@H](C1)O)OC[C@]12CCCN2C[C@@H](C1)F)O)F (3R,5R)-1-(7-(8-ethyl-7-fluoro-3-hydroxynaphthalen-1-yl)-2-(((2R,7aS)-2-fluorohexahydro-1H-pyrrolizin-7a-yl)methoxy)-5,6,7,8-tetrahydropyrido[3,4-d]pyrimidin-4-yl)-5-hydroxypiperidine